hydrochloride hydrochloride Cl.Cl